tert-Butyl (3-cyano-7-fluoro-4-(5-fluoro-3-((S)-1-((2S,4R)-4-fluoro-1-methylpyrrolidin-2-yl)ethoxy)-1-hydroxy-7,9-dihydrofuro[3,4-f]quinazolin-6-yl)thieno[3,2-c]pyridin-2-yl)carbamate C(#N)C1=C(SC2=C1C(=NC=C2F)C=2C1=C(C=3C(=NC(=NC3C2F)O[C@@H](C)[C@H]2N(C[C@@H](C2)F)C)O)COC1)NC(OC(C)(C)C)=O